(S)-2-((((9H-fluoren-9-yl)methoxy)carbonyl)amino)-3-(4'-iodo-[1,1'-biphenyl]-4-yl)propanoic acid C1=CC=CC=2C3=CC=CC=C3C(C12)COC(=O)N[C@H](C(=O)O)CC1=CC=C(C=C1)C1=CC=C(C=C1)I